tert-butyl 3-(fluorobis(4-fluorophenyl)methyl)piperidine-1-carboxylate FC(C1CN(CCC1)C(=O)OC(C)(C)C)(C1=CC=C(C=C1)F)C1=CC=C(C=C1)F